ClC=1C(N(C(C1Cl)=O)CCNS(=O)(=O)C1=CC=CC2=C(C=CC=C12)N(C)C)O N-(2-(3,4-dichloro-2-hydroxy-5-oxo-2,5-dihydro-1H-pyrrol-1-yl)ethyl)-5-(dimethylamino)naphthalene-1-sulfonamide